rac-(4aR,8aS)-6-[4-[N-methyl-4-(trifluoromethyl)anilino]piperidine-1-carbonyl]-4,4a,5,7,8,8a-hexahydropyrido[4,3-b][1,4]oxazin-3-one CN(C1=CC=C(C=C1)C(F)(F)F)C1CCN(CC1)C(=O)N1C[C@@H]2[C@@H](OCC(N2)=O)CC1 |r|